The molecule is a 1-benzofuran substituted at position 2 by a (5-oxo-2-thioxoimidazolidin-4-ylidene)methyl group, and at C-5 and C-6 by heavily substituted oxygen and nitrogen functionalities respectively. It has a role as a fluorochrome. CC1=CC(=C(C=C1)N(CC(=O)OCOC(=O)C)CC(=O)OCOC(=O)C)OCCOC2=C(C=C3C(=C2)C=C(O3)/C=C/4\\C(=O)NC(=S)N4)N(CC(=O)OCOC(=O)C)CC(=O)OCOC(=O)C